2,2'-bis(chloromethyl)biphenyl ClCC1=C(C=CC=C1)C1=C(C=CC=C1)CCl